N,N,3-trimethyl-5,6,7,8-tetrahydro-4H-pyrazolo[1,5-a][1,4]diazepine-2-carboxamide CN(C(=O)C1=NN2C(CNCCC2)=C1C)C